[Na].NC=1C=CC=CC1 m-aminobenzene sodium